ClC1=C(CNC(=O)C2CC(C3=NC=CC=C32)=O)C(=CC(=C1)Cl)C N-(2,4-dichloro-6-methylbenzyl)-7-oxo-6,7-dihydro-5H-cyclopenta[b]pyridine-5-carboxamide